CC(C(C(=O)OC)C1=CC(=NO1)OS(=O)(=O)C(C(C(C(F)(F)F)(F)F)(F)F)(F)F)C methyl 3-methyl-2-{3-[(1,1,2,2,3,3,4,4,4-nonafluorobutanesulfonyl)oxy]-1,2-oxazol-5-yl}butanoate